allyl (S)-(1-((6-bromo-3-methylpyridin-2-yl)amino)-1-oxopropan-2-yl)(methyl)carbamate BrC1=CC=C(C(=N1)NC([C@H](C)N(C(OCC=C)=O)C)=O)C